C1(NCC12NCCNC2)=O 2,5,8-triazaspiro[3.5]nonan-1-one